benzyl (2S,3S,4S,5R,6S)-6-((2-(((R)-1-(3,6-dimethyl-2-morpholino-4-oxo-3,4-dihydroquinazolin-8-yl)ethyl)amino)benzoyl)oxy)-3,4,5-trihydroxytetrahydro-2H-pyran-2-carboxylate CN1C(=NC2=C(C=C(C=C2C1=O)C)[C@@H](C)NC1=C(C(=O)O[C@H]2[C@@H]([C@H]([C@@H]([C@H](O2)C(=O)OCC2=CC=CC=C2)O)O)O)C=CC=C1)N1CCOCC1